methyl 2-[[(2S)-2-[(4-methoxy-1H-indole-2-carbonyl)amino]-4-methyl-pentanoyl] amino]-3-(2-oxo-3,4-dihydro-1H-quinolin-4-yl)propanoate COC1=C2C=C(NC2=CC=C1)C(=O)N[C@H](C(=O)NC(C(=O)OC)CC1CC(NC2=CC=CC=C12)=O)CC(C)C